(E)-6-((benzyloxy)methyl)-4-methyl-1-(2-((3-oxo-3-(4-(5-(trifluoromethyl)pyrimidin-2-yl)piperazin-1-yl)prop-1-en-1-yl)oxy)ethyl)pyrido[2,3-d]pyridazine-2,5(1H,6H)-dione C(C1=CC=CC=C1)OCN1N=CC2=C(C1=O)C(=CC(N2CCO\C=C\C(N2CCN(CC2)C2=NC=C(C=N2)C(F)(F)F)=O)=O)C